(3-(1H-imidazol-1-yl)propanamido)-N-(4-aminophenyl)cyclopentane-1-carboxamide N1(C=NC=C1)CCC(=O)NC1(CCCC1)C(=O)NC1=CC=C(C=C1)N